ClC1=C(NC2=C(NC3=C2C(NCC3)=O)C3=C(C=NC=C3)OCC3OCC3)C=CC=C1C (+)-3-(2-chloro-3-methylanilino)-2-{3-[(oxetan-2-yl)methoxy]pyridin-4-yl}-1,5,6,7-tetrahydro-4H-pyrrolo[3,2-c]pyridin-4-one